4-((5-carbamoyl-2-isopropyl-1,3-benzodiazol-1-yl)methyl)phenylboronic acid C(N)(=O)C1=CC2=C(N(C(=N2)C(C)C)CC2=CC=C(C=C2)B(O)O)C=C1